C[C@@H](CCOC1=CC=C(C=C1)[C@@H](CC(=O)O)C#CC)CCC=C(C)C (3R)-3-(4-{[(3R)-3,7-dimethyloct-6-en-1-yl]oxy}phenyl)hex-4-ynoic acid